OCCNC(C(=O)O)C N-hydroxyethyl-2-amino-propionic acid